ClC=1C=C(C=CC1)C1=NC(=NC(=N1)C1=CC=CC=C1)N1C2=CC=CC=C2C=2C=CC=CC12 9-(4-(3-chlorophenyl)-6-phenyl-1,3,5-triazin-2-yl)-9H-carbazole